CC=1C=C(C=CC1C)C1=CC=2NC(C(=CC2S1)C(=O)O)=O 2-(3,4-dimethylphenyl)-5-oxo-4,5-dihydrothieno[3,2-b]pyridine-6-carboxylic acid